O1C(=CC2=C1C=CC=C2)C=2C=CC(=NC2)S(=O)(=O)NCC2C1(C(NC(N1)=O)=O)CCC2 5-(Benzofuran-2-yl)-N-((2,4-dioxo-1,3-diazaspiro[4.4]nonan-6-yl)methyl)pyridine-2-sulfonamide